1-[Tri(meth-oxyethoxy)silyl]-2-methylpropen COCCO[Si](C=C(C)C)(OCCOC)OCCOC